CC=1N=CNC1C=O 4-methyl-5-imidazole-formaldehyde